O1C(=CC=C1)C1=NN2C(N=C(N=C2)NCCC2=CC=C(C=C2)S(=O)(=O)N)=N1 4-(2-((2-(furan-2-yl)-[1,2,4]triazolo[1,5-a][1,3,5]triazin-5-yl)amino)ethyl)benzenesulfonamide